N-cyclopropyl-5-(ethylsulfonyl)-6-(2-(trifluoromethyl)pyrazolo[1,5-a]pyrimidin-5-yl)pyridin-3-amine C1(CC1)NC=1C=NC(=C(C1)S(=O)(=O)CC)C1=NC=2N(C=C1)N=C(C2)C(F)(F)F